3-[5-chloro-2-(3,4,5-trimethoxyphenylamino)-pyrimidin-4-ylamino]-thiophene-2-carboxylic acid hydroxyamide ONC(=O)C=1SC=CC1NC1=NC(=NC=C1Cl)NC1=CC(=C(C(=C1)OC)OC)OC